OC[C@@H]1[C@H](N(C(C1)=O)C1=NC(=CC(=C1)C(F)(F)F)C)C(=O)OCCCC butyl (2S,3S)-3-(hydroxymethyl)-1-(6-methyl-4-(trifluoromethyl)pyridin-2-yl)-5-oxopyrrolidine-2-carboxylate